C[C@@H]1N(CC1)C1=NC(=CC(=N1)C1=NOC(=N1)CC(=O)N1CCNCC1)C(F)(F)F (S)-2-(3-(2-(2-methylazetidin-1-yl)-6-(trifluoromethyl)pyrimidin-4-yl)-1,2,4-oxadiazol-5-yl)-1-(piperazin-1-yl)ethan-1-one